O(O)C(C)(C)C1=CC=CC=C1 (1-hydroperoxy-1-methyl-ethyl)benzene